5-[4-[2-[5-[1-[4-[(3-fluorophenyl)methylcarbamoyl]-1-piperidyl]ethyl]-1-naphthyl]ethynyl]-1-piperidyl]pentanoic acid hydrochloride Cl.FC=1C=C(C=CC1)CNC(=O)C1CCN(CC1)C(C)C1=C2C=CC=C(C2=CC=C1)C#CC1CCN(CC1)CCCCC(=O)O